(R)-1-Boc-3-pyrrolidinecarboxylic acid C(=O)(OC(C)(C)C)N1C[C@@H](CC1)C(=O)O